2-(3,5-Dichloro-4-((2-(5-fluoro-2-methylbenzyl)-1-oxo-1,2,3,4-tetrahydroisoquinolin-6-yl)oxy)phenyl)-3,5-dioxo-2,3,4,5-tetrahydro-1,2,4-triazine-6-carboxylic acid ClC=1C=C(C=C(C1OC=1C=C2CCN(C(C2=CC1)=O)CC1=C(C=CC(=C1)F)C)Cl)N1N=C(C(NC1=O)=O)C(=O)O